N1=C(C=CC=C1)N1C(SC=C1C=1C=C(C(=O)NCCCCC2=CC=CC=C2)C=CC1)=O 3-(3-(2-pyridyl)-4-thiazolinonyl)-N-(4-phenylbutyl)benzamide